[2-(cyclohexyloxy-carbonylmethyloxy)ethyl]amine C1(CCCCC1)OC(=O)COCCN